OC(C(=O)NNC(=O)C=1OC=NN1)(C)C N'-(2-hydroxy-2-methylpropanoyl)-1,3,4-oxadiazole-2-carbohydrazide